OC(=O)C(F)(F)F.C(#C)C=1C(=C(C=CC1)C(C)NCCN)F N'-[1-(3-ethynyl-2-fluorophenyl)ethyl]ethane-1,2-diamine TFA salt